C(C)N(C1=CC=C(CNC2CCN(CC2)C2=NC(=NC(=C2)C)N)C=C1)CC 4-(4-((4-(Diethylamino)benzyl)amino)piperidin-1-yl)-6-methylpyrimidin-2-amine